4-[5-(2-aminoethyl)pyrimidin-2-yl]-3-[[4-[(dimethylamino)methyl]-2-methylimidazol-1-yl]methyl]benzonitrile NCCC=1C=NC(=NC1)C1=C(C=C(C#N)C=C1)CN1C(=NC(=C1)CN(C)C)C